ClC=1C(=NC(=NC1)NC1=C(C=C(C=C1)N1CCC(CC1)N1CCN(CC1)C)OC)NC1=C(C=CC=C1)N(S(=O)(=O)C)C([2H])([2H])[2H] N-(2-((5-chloro-2-((2-methoxy-4-(4-(4-methylpiperazin-1-yl)piperidin-1-yl)phenyl)amino)pyrimidin-4-yl)amino)phenyl)-N-(methyl-d3)methanesulfonamide